C(C)OC=C(C(=O)[O-])C(C(F)F)=O 2-(ethoxymethylene)-4,4-difluoro-3-oxobutanoate